C(C)[NH+]1CCN(CC1)C=1C=NC(=CC1)[NH2+]C1=NC=CC(=N1)C1=CN=C2N1C=CC=C2 1-Ethyl-4-(6-((4-(imidazo[1,2-a]pyridin-3-yl)pyrimidin-2-yl)ammonio)pyridin-3-yl)piperazin-1-ium